C(CCC)SC1=CC(=C(C=C1OC)CCN)OC 2-(4-butylsulfanyl-2,5-dimethoxyphenyl)ethylamine